1-{4-[2-isopropyl-7-(1-quinolin-3-yl-ethylamino)-2H-pyrazolo[4,3-d]pyrimidin-5-yl]-piperazin-1-yl}-ethanone C(C)(C)N1N=C2C(N=C(N=C2NC(C)C=2C=NC3=CC=CC=C3C2)N2CCN(CC2)C(C)=O)=C1